C1(CC1)C1=C(OC(C(=O)OCC)(C)C)C=CC(=C1)CN1CCN(CC1)CC1=CC=C(C=C1)C(F)(F)F Ethyl 2-(2-cyclopropyl-4-((4-(4-(trifluoromethyl) benzyl) piperazin-1-yl) methyl) phenoxy)-2-methylpropionate